C(C)(C)(C)OC(=O)NC1C(N(C2=C(C(C1)(F)F)C=C(C(=C2)C(=O)O)F)CC2=CC=C(C=C2)OC2=CC=CC=C2)=O 3-(tert-butoxycarbonylamino)-5,5,7-trifluoro-2-oxo-1-[(4-phenoxyphenyl)methyl]-3,4-dihydro-1-benzazepine-8-carboxylic acid